CN1N=C(C2=CC=CC(=C12)C1CCNCC1)N1C(NC(CC1)=O)=O 1-(1-methyl-7-(piperidin-4-yl)-1H-indazol-3-yl)dihydropyrimidine-2,4(1H,3H)-dione